2-(3,6-dichloro-[1,2,4]triazolo[4,3-a]pyridin-5-yl)acetic acid ClC1=NN=C2N1C(=C(C=C2)Cl)CC(=O)O